7-[(tert-butyldimethylsilyl)oxy]octanoic acid heptadec-9-yl ester CCCCCCCCC(CCCCCCCC)OC(CCCCCC(C)O[Si](C)(C)C(C)(C)C)=O